3-((((1r,3r)-3-hydroxy-3-methylcyclobutyl)amino)methyl)-4H-pyrido[1,2-a]pyrimidin-4-one OC1(CC(C1)NCC1=CN=C2N(C1=O)C=CC=C2)C